NC1=NC2=CC(=CC=C2C=C1F)CN(C(C1=CC(=CC=C1)F)=O)C=1C(=NC=CC1)S(=O)(=O)C N-[(2-amino-3-fluoroquinolin-7-yl)methyl]-3-fluoro-N-(2-methanesulfonylpyridin-3-yl)benzamide